calcium zinc-tin [Sn].[Zn].[Ca]